BrC=1C=C2CCCN3C2=C(C1)C=C3 8-bromo-5,6-dihydro-4H-pyrrolo[3,2,1-ij]quinoline